CS(=O)(=O)OCC(C)OCCOCCNC(=O)OC(C)(C)C 2-[2-[2-(Tert-butoxycarbonylamino)ethoxy]ethoxy]propyl methanesulfonate